7-(4-(4-methyl-1,3-thiazol-2-yl)benzyl)-2,3-dihydrofuro[3,2-b]pyridine-5-carboxylic acid CC=1N=C(SC1)C1=CC=C(CC2=C3C(=NC(=C2)C(=O)O)CCO3)C=C1